(M)-1-(6-((1R,9R)-6-(1,6-dimethyl-1H-indazol-7-yl)-5-fluoro-10,10-dimethyl-3-azatricyclo[7.1.1.02,7]undeca-2,4,6-trien-4-yl)-2,6-diazaspiro[3.4]octan-2-yl)-2-propen-1-one CN1N=CC2=CC=C(C(=C12)C=1C(=C(N=C2[C@H]3C([C@@H](CC12)C3)(C)C)N3CC1(CN(C1)C(C=C)=O)CC3)F)C